chloroacetic acid-1-13C ClC[13C](=O)O